(S)-(1-((6-chloro-3-(3-((ethylsulfonyl)methyl)pyrrolidin-1-yl)-1H-pyrazolo[4,3-c]pyridin-1-yl)methyl)cyclopentyl)methanol ClC1=CC2=C(C=N1)C(=NN2CC2(CCCC2)CO)N2C[C@H](CC2)CS(=O)(=O)CC